2,6-bis(phenanthren-9-yl)aniline tert-butyl-1-piperazinecarboxylate C(C)(C)(C)OC(=O)N1CCNCC1.C1=CC=CC=2C3=CC=CC=C3C(=CC12)C1=C(N)C(=CC=C1)C=1C2=CC=CC=C2C=2C=CC=CC2C1